C(C)(C)(C)C1=CC=C2C=3C(=CC(=CC3C(C2=C1)(C)C)C)C1=CC=C(C=C1)NC1=CC=2C(C3=CC=CC=C3C2C=C1)(C)C N-[4-(7-tert-butyl-2,9,9-trimethyl-9H-fluoren-4-yl)phenyl]-9,9-dimethyl-9H-fluorene-2-amine